6-((1S,2S)-2-(4,4,5,5-tetramethyl-1,3,2-dioxaborolan-2-yl)cyclopropyl)-1-(2,2,2-trifluoroethyl)-1H-pyrazolo[3,4-b]pyridine CC1(OB(OC1(C)C)[C@@H]1[C@H](C1)C1=CC=C2C(=N1)N(N=C2)CC(F)(F)F)C